5-(((1S,3'R,4'S,5'S,6'R)-5-chloro-3',4',5'-trihydroxy-6'-methyl-3',4',5',6'-tetrahydro-3H-spiro[isobenzofuran-1,2'-pyran]-6-yl)methyl)thiophene-2-formaldehyde ClC=1C=C2CO[C@]3(O[C@@H]([C@H]([C@@H]([C@H]3O)O)O)C)C2=CC1CC1=CC=C(S1)C=O